CCN1C(=O)C(NC1=O)C2=CC=CC=C2 The molecule is an imidazolidine-2,4-dione that is hydantoin substituted by ethyl and phenyl at positions 3 and 5, respectively. An antiepileptic, it is less toxic than phenytoin but also less effective. It has a role as an anticonvulsant.